ClC1=C(C=C(C=C1)Cl)S(=O)(=O)NC1=C(C(=C(C=C1)F)C1=CC=C2C(=NNC2=C1F)C=1NC=CN1)F 2,5-dichloro-N-(2,4-difluoro-3-(7-fluoro-3-(1H-imidazol-2-yl)-1H-indazol-6-yl)phenyl)-benzenesulfonamide